[C@H]12CNC[C@H](CC1)N2C2=NC(=NC1=C(C(=C(C=C21)Cl)C2=CC=C(C1=C2N=C(S1)N)F)F)OC[C@@]12CCCN2C[C@@H](C1)F 4-(4-((1R,5S)-3,8-diazabicyclo[3.2.1]octan-8-yl)-6-chloro-8-fluoro-2-(((2R,7aR)-2-fluorotetrahydro-1H-pyrrolizin-7a(5H)-yl)methoxy)quinazolin-7-yl)-7-fluorobenzo[d]thiazol-2-amine